C(C)(C)OC1=C(C=CC=C1)C(O)(C=1NC2=CC=CC=C2C1C1=CC=CC=C1)C1=CC=CC=C1 (2-isopropoxyphenyl)(phenyl)(3-phenyl-1H-indol-2-yl)methanol